F[C@H]1[C@H](C1)C(=O)NC=1N=CC2=CC(=C3C(=C2C1)N=CO3)C=3C=NC(=CC3C)[C@H](CC)O (1R,2R)-2-fluoro-N-(4-(6-((S)-1-hydroxypropyl)-4-methylpyridin-3-yl)oxazolo[4,5-f]isoquinolin-8-yl)cyclopropane-1-carboxamide